ClC=1C=C2C=C(NC2=CC1OCC1=NOC=C1)CNC(N(C)C1CC1)=O 3-((5-chloro-6-(isoxazol-3-ylmethoxy)-1H-indol-2-yl)methyl)-1-cyclopropyl-1-methylurea